2-(Methylsulfonyl)-6-nitro-4-(pentafluoro-λ6-sulfaneyl)phenol CS(=O)(=O)C1=C(C(=CC(=C1)S(F)(F)(F)(F)F)[N+](=O)[O-])O